4-((R)-2-azidobut-2-yl)-6-chloro-1-((4-methyl-4-(methylsulfonyl)pent-2-yl)oxy)-2,7-naphthyridine N(=[N+]=[N-])[C@](C)(CC)C1=CN=C(C2=CN=C(C=C12)Cl)OC(C)CC(C)(S(=O)(=O)C)C